tri-iso-propylcyclotrisilazane C(C)(C)N1[SiH2]N([SiH2]N([SiH2]1)C(C)C)C(C)C